4-methyl-2-(methylthiomethyl)-1,3-dithiolane CC1SC(SC1)CSC